ClC1=C(C=CC(=C1)Cl)N1N=C(C=C1)OC\C=C(/C(/C(=O)NC)=N\OC)\C Z,2E-5-[1-(2,4-dichlorophenyl)pyrazol-3-yl]-oxy-2-methoxyimino-N,3-dimethyl-pent-3-enamide